C(#N)C=1C=C(C=CC1F)NC(=O)N[C@@H](C)C1=CNC(C2=CC(=C(C=C12)F)F)=O (S)-1-(3-cyano-4-fluorophenyl)-3-(1-(6,7-difluoro-1-oxo-1,2-dihydroisoquinolin-4-yl)ethyl)urea